OC=1C=C2C(=CC(=CC2=CC1C)C(=O)O)C 6-hydroxy-4,7-dimethyl-2-naphthoic acid